N-(2-fluoro-3-{[2-oxo-7-(pyrazin-2-yloxy)-2,3-dihydrospiro[1,3-benzoxazine-4,3'-oxetan]-3-yl]methyl}phenyl)cyclopropanesulfonamide FC1=C(C=CC=C1CN1C(OC2=C(C=CC(=C2)OC2=NC=CN=C2)C12COC2)=O)NS(=O)(=O)C2CC2